N4-(5-bromo-2-methoxy-4-(4-(4-methylpiperazin-1-yl)piperidin-1-yl)phenyl)-N-(2-(2-fluorophenyl)pyridin-4-yl)pyrimidine-4,6-diamine BrC=1C(=CC(=C(C1)N(C1=NC=NC(=C1)N)C1=CC(=NC=C1)C1=C(C=CC=C1)F)OC)N1CCC(CC1)N1CCN(CC1)C